10-methyl-5,10-dihydrophenazine CN1C2=CC=CC=C2NC=2C=CC=CC12